4-methyl-2-[(4S)-4-[[6-oxo-5-(trifluoromethyl)-1H-pyridazin-4-yl]amino]pentyl]-6-[5-(trifluoromethyl)pyrimidin-2-yl]isoquinolin-1-one CC1=CN(C(C2=CC=C(C=C12)C1=NC=C(C=N1)C(F)(F)F)=O)CCC[C@H](C)NC=1C=NNC(C1C(F)(F)F)=O